2-Ethoxy-N-methyl-N-(5-nitrothiazol-2-yl)benzamide C(C)OC1=C(C(=O)N(C=2SC(=CN2)[N+](=O)[O-])C)C=CC=C1